C1(CCCC1)CNC1CN(C1)C(=O)C1=C(C(=C(C=C1)F)F)NC1=C(C=C(C=C1)I)F N-(Cyclopentylmethyl)-1-({3,4-difluoro-2-[(2-fluoro-4-iodophenyl)amino]Phenyl}carbonyl)azetidin-3-amine